4-(4-Propylcyclohexyl)benzene-1,3-diol C(CC)C1CCC(CC1)C1=C(C=C(C=C1)O)O